C(C)(=O)[O-].[NH+]=1NC=CC1 pyrazolium acetate